COC=1C=C(CN2C(NC3=CC=C(C=C3C2=O)N)=O)C=CC1OC 3-(3,4-dimethoxybenzyl)-6-amino-2,4(1H,3H)-quinazolinedione